C(C)OC1=NC(=NS1)[C@H]1C([C@@H]1C1=CC=C(C=C1)S(=O)(=O)N)(C)C 4-[(1R,3R)-3-(5-ethoxy-1,2,4-thiadiazol-3-yl)-2,2-dimethylcyclopropyl]benzenesulfonamide